5-(5-fluoro-2-methylisoindolin-4-yl)-3-(4-(4-methylpiperazin-1-yl)phenyl)-1H-pyrazolo[4,3-c]pyridazin-6(5H)-one FC=1C(=C2CN(CC2=CC1)C)N1N=C2C(=CC1=O)NN=C2C2=CC=C(C=C2)N2CCN(CC2)C